OC1(CCN(CC1)C(C[C@@H](C)C1=CC=CC=C1)=O)CN1C=NC(=CC1=O)NC[C@H]1N(CCC1)C 3-((4-Hydroxy-1-((R)-3-phenylbutanoyl)piperidin-4-yl)methyl)-6-((((S)-1-methylpyrrolidin-2-yl)methyl)amino)pyrimidin-4(3H)-one